FC1=CC=C(C=C1)N1N=CC2=C1C=C1CCN(CC1(C2)C(=O)C2=NC=CC(=C2)C(F)(F)F)S(=O)(=O)C=2C=NN(C2)C (1-(4-fluorophenyl)-6-((1-methyl-1H-pyrazol-4-yl)sulfonyl)-4,4a,5,6,7,8-hexahydro-1H-pyrazolo[3,4-g]isoquinolin-4a-yl)(4-(trifluoromethyl)pyridin-2-yl)methanone